NCC(CN1N=CN(C1=O)C1=NC=C(N=C1)C=1C=NC(=CC1)C(F)(F)F)=C(F)F 2-[2-(aminomethyl)-3,3-difluoro-allyl]-4-[5-[6-(trifluoromethyl)-3-pyridyl]pyrazin-2-yl]-1,2,4-triazol-3-one